N-(2,5-dichloro-4-((2-methyl-2H-indazol-6-yl)oxy)phenyl)-6-(piperidin-4-yloxy)pyrido[3,2-d]pyrimidin-4-amine hydrochloride Cl.ClC1=C(C=C(C(=C1)OC=1C=CC2=CN(N=C2C1)C)Cl)NC=1C2=C(N=CN1)C=CC(=N2)OC2CCNCC2